2,5-diazabicyclo[2.2.1]Heptane dihydrochloride Cl.Cl.C12NCC(NC1)C2